CC(CCN1N=CC(=C1)C=1C(=NC=CC1)C1=NC2=CC=CC=C2C=C1)C 3-[1-(3-methylbutyl)-1H-pyrazol-4-yl]pyridin-2-ylquinoline